BrC=1C(=C(C=C(C1)C)N(S(=O)(=O)CCC)COCC[Si](C)(C)C)F N-(3-bromo-2-fluoro-5-methylphenyl)-N-((2-(trimethylsilyl)ethoxy)-methyl)propane-1-sulfonamide